ethylenediaminetetraacetic acid diSodium [Na].[Na].C(CN(CC(=O)O)CC(=O)O)N(CC(=O)O)CC(=O)O